4-(3-Chloroanilino)-6'-hydroxy-2'-[(2R)-2-methyl-3-{[(5S)-5-methyl-5,6,7,8-tetrahydroquinolin-4-yl]oxy}propyl]-2',3'-dihydrospiro[cyclohexane-1,1'-indene]-4-carboxylic acid ClC=1C=C(NC2(CCC3(C(CC4=CC=C(C=C34)O)C[C@H](COC3=CC=NC=4CCC[C@@H](C34)C)C)CC2)C(=O)O)C=CC1